NC/C(/CN1N=CN(C1=O)CCC1=CC=C(S1)C1C(N(C2=CC=CC=C2C1)C)=O)=C\F [5-(2-{1-[(2E)-2-(aminomethyl)-3-fluoroprop-2-en-1-yl]-5-oxo-1,5-dihydro-4H-1,2,4-triazol-4-yl}ethyl)thiophen-2-yl]-1-methyl-3,4-dihydro-quinolin-2(1H)-one